7-acetyl-4-(o-tolyl)-2H-chromen-2-one C(C)(=O)C1=CC=C2C(=CC(OC2=C1)=O)C1=C(C=CC=C1)C